NCC(C(=O)NC1=CC=2C(=CN=CC2)S1)C1=CC=C(C=C1)Br 3-amino-2-(4-bromophenyl)-N-(thieno[2,3-c]pyridin-2-yl)propanamide